ClC1=CC(=C(C=N1)C(=O)OCC)N[C@H]1CN(CCC1)C(=O)OC(C)(C)C Ethyl 6-chloro-4-[[(3R)-1-tert-butoxycarbonyl-3-piperidyl]amino]pyridine-3-carboxylate